Cl.Cl.C[C@H]1OC2=C(C1)C=CC(=C2)C(C)N2CCNCC2 1-(1-((R)-2-methyl-2,3-dihydrobenzofuran-6-yl)ethyl)piperazine dihydrochloride